CC1=CC=C(C=C1)S(=O)(=O)O.F[C@H]1[C@H](C1)N (1S,2R)-2-fluorocyclopropane-1-Amine p-toluenesulfonate